C12(CC1)COC1=C2C(=CC=C1)OC=1C=CC(=NC1)N1C(NCC1=O)=O 3-(5-spiro[2H-benzofuran-3,1'-cyclopropane]-4-yloxy-2-pyridyl)imidazolidine-2,4-dione